6-amino-4-hydroxy-7-(3-methoxy-2,6-dimethylphenyl)-2-methylpyrrolo[2,3-d]pyrimidine-5-carbonitrile NC1=C(C2=C(N=C(N=C2O)C)N1C1=C(C(=CC=C1C)OC)C)C#N